4-(3-ethoxyphenyl)-2-methoxybenzaldehyde C(C)OC=1C=C(C=CC1)C1=CC(=C(C=O)C=C1)OC